tert-butyl ((3S,3aR,6S,6aR)-6-(1-(9H-fluoren-9-yl)-3,6,9,12,15-pentaoxo-2-oxa-4,7,10,13,16-pentaazaoctadecan-18-amido)hexahydrofuro[3,2-b]furan-3-yl)carbamate C1=CC=CC=2C3=CC=CC=C3C(C12)COC(NCC(NCC(NCC(NCC(NCC(=O)N[C@H]1CO[C@H]2[C@@H]1OC[C@@H]2NC(OC(C)(C)C)=O)=O)=O)=O)=O)=O